ClC1=C(C=CC=C1)[C@H]1CC[C@H](N1C(C1=CC=C(C=C1)COC1=CC=C(C=C1)OC)=O)C(=O)O (2s,5r)-5-(2-chlorophenyl)-1-(4-((4-methoxyphenoxy)methyl)benzoyl)pyrrolidine-2-carboxylic acid